1-Propyl-2-ethylpyridinium chlorid [Cl-].C(CC)[N+]1=C(C=CC=C1)CC